BrC=1C=NC2=C(C=C(C=C2C1)O[C@H](C(=O)NC(C)(C)C1=NC=CC(=C1)Cl)CC)Cl (S)-2-((3-bromo-8-chloroquinolin-6-yl)oxy)-N-(2-(4-chloro-pyridin-2-yl)propan-2-yl)butanamide